C(C)OC(CCC(=O)N1CC2=CC(=C(C=C2C1)CCCOC=1C=C2CN(CC2=CC1OC)C(CC(C(=O)OC)C)=O)OC)=O methyl 4-(5-(3-(2-(4-ethoxy-4-oxobutanoyl)-6-methoxyisoindolin-5-yl) propoxy)-6-methoxyisoindolin-2-yl)-2-methyl-4-oxobutanoate